FC(N1N=CC(=C1)C=1C=C(C=C(C1)C=1C=NN(C1)C(F)F)[C@@H](C)NC(C1=C(C=CC(=C1)OCCN(C)C)C)=O)F (R)-N-(1-(3,5-bis(1-(difluoromethyl)-1H-pyrazol-4-yl)phenyl)ethyl)-5-(2-(dimethylamino)-ethoxy)-2-methylbenzamide